N1,N1'-((5-(3-(isobutylamino)propoxy)-1,3-phenylene)bis(methylene))-bis(N3-(3-(octylamino)propyl)propane-1,3-diamine), hydrochloride salt Cl.C(C(C)C)NCCCOC=1C=C(C=C(C1)CNCCCNCCCNCCCCCCCC)CNCCCNCCCNCCCCCCCC